6-[5-[2-[tert-Butyl(dimethyl)silyl]oxyethyl]-2-oxo-1,3-oxazol-3-yl]-4-(2-trimethylsilylethoxymethyl)pyrido[3,2-b][1,4]oxazin-3-one [Si](C)(C)(C(C)(C)C)OCCC1=CN(C(O1)=O)C=1C=CC=2OCC(N(C2N1)COCC[Si](C)(C)C)=O